Methyl (1S,2S)-2-((2-bromo-4,5-difluorophenyl)carbamoyl)cyclopropane-1-carboxylate BrC1=C(C=C(C(=C1)F)F)NC(=O)[C@@H]1[C@H](C1)C(=O)OC